CN(C1=NC=C2N1CCN(C2)C(=O)OC(C)(C)C)C tert-Butyl 3-(dimethylamino)-5,6-dihydroimidazo[1,5-a]pyrazine-7(8H)-carboxylate